CC(=O)N1CC(OCC1)C1=C2C=CC=C(C2=CC=C1)C1=CC2=CC=CC=C2C=C1 [1,2'-Binaphthalen]-5-Yl-(Morpholino) methyl Ketone